BrC=1C(=NC=C(C1NCC1=CC=C(C=N1)S(=O)(=O)N)[N+](=O)[O-])OC([2H])([2H])[2H] 6-(((3-bromo-2-(methoxy-d3)-5-nitropyridin-4-yl)amino)methyl)pyridine-3-sulfonamide